2-fluoro-4-((2-((3aR,6aS)-tetrahydro-1H-furo[3,4-c]pyrrol-5(3H)-yl)pyridin-4-yl)oxy)aniline FC1=C(N)C=CC(=C1)OC1=CC(=NC=C1)N1C[C@@H]2[C@H](C1)COC2